C(C)(=O)C1=C(C=C(C=C1)Cl)C=1C(=NN(C(C1)=O)C(C(=O)NC1=CC=C(C(=O)OC(C)(C)C)C=C1)CC1=CC=C(C=C1)N)OC tert-butyl 4-(2-(4-(2-acetyl-5-chlorophenyl)-3-methoxy-6-oxopyridazin-1(6H)-yl)-3-(4-aminophenyl)propanamido)benzoate